2'-deoxy-2'-fluoro-2'-C-methyl-uridine-3'-phosphate P(=O)(O)(O)O[C@H]1[C@@]([C@@H](O[C@@H]1CO)N1C(=O)NC(=O)C=C1)(C)F